2-(7,8-difluoro-3-quinolyl)-6,6-dimethyl-4-(thiazol-2-ylmethyl)-4,5-dihydro-1,3-oxazine FC1=CC=C2C=C(C=NC2=C1F)C=1OC(CC(N1)CC=1SC=CN1)(C)C